CC=1C(=NC(=C(C(=O)O)C1C)C)N1CC(N(CC1)C(=O)C1=CC=C2C(=N1)C(CN2C2=CC(=C(C=C2)C(F)(F)F)F)(C)C)(C)C methyl-6-(4-(1-(3-fluoro-4-(trifluoromethyl)phenyl)-3,3-dimethyl-2,3-dihydro-1H-pyrrolo[3,2-b]pyridine-5-carbonyl)-3,3-dimethylpiperazin-1-yl)-2,4-dimethylnicotinic acid